3-(5-(difluoromethyl)-1,3,4-thiadiazol-2-yl)-8-(4-isobutylpiperazin-1-yl)-N-(1-methylcyclopropyl)imidazo[1,5-a]pyrazine-6-sulphonamide FC(C1=NN=C(S1)C1=NC=C2N1C=C(N=C2N2CCN(CC2)CC(C)C)S(=O)(=O)NC2(CC2)C)F